(4-bromo-2,3,5,6-tetrafluorophenyl)(methyl)sulfane BrC1=C(C(=C(C(=C1F)F)SC)F)F